FC1(CC(C1)C(=O)NC=1N=CC2=CC=C(C=C2C1)C=1N=NN(C1)C)F 3,3-difluoro-N-(6-(1-methyl-1H-1,2,3-triazol-4-yl)isoquinolin-3-yl)cyclobutane-1-carboxamide